1,3-diamino-4-[4-(trans-4-n-pentylcyclohexyl)phenoxymethyl]benzene NC1=CC(=C(C=C1)COC1=CC=C(C=C1)[C@@H]1CC[C@H](CC1)CCCCC)N